NC1=CN=C(C(=N1)C1=C(C=CC=C1)CCCCCCNC(OC(C)(C)C)=O)N1N=C(C=C1)OCC(C(F)(F)F)(C)C tert-butyl N-[6-[2-[6-amino-3-[3-(3,3,3-trifluoro-2,2-dimethyl-propoxy)pyrazol-1-yl]pyrazin-2-yl]phenyl]hexyl]carbamate